N1=CN=CC(=C1)N1CC(C1)CC(=O)O [1-(pyrimidin-5-yl)azetidin-3-yl]acetic acid